COC(=O)/C=C/C=1C=C(OCCOC(=O)C(=C)C)C=CC1 1-[2-[3-[(E)-2-methoxycarbonyl-vinyl]-phenoxy]-ethoxycarbonyl]-1-methyl-ethylene